C(C)NC(=O)C=1C(=C(C(=CC1CCCCC)O)C1C(CCC(=C1)C)C(=C)C)O N-ethyl-2,6-dihydroxy-5'-methyl-4-pentyl-2'-(prop-1-en-2-yl)-1',2',3',4'-tetrahydro-[1,1'-biphenyl]-3-carboxamide